OC[C@H]1O[C@@H]([C@@H]([C@H]([C@H]1O)N1N=NC(=C1)C1=C(C(=C(C=C1)F)F)F)OC)CC=1N=NN(C1)C1(COC1)C (2R,3R,4S,5R,6R)-2-(hydroxymethyl)-5-methoxy-6-((1-(3-methyloxetan-3-yl)-1H-1,2,3-triazol-4-yl)methyl)-4-(4-(2,3,4-trifluorophenyl)-1H-1,2,3-triazol-1-yl)tetrahydro-2H-pyran-3-ol